COC1=C(C(=CC(=C1)C)C)C=1C=CC2=C(N=C(N(C2=O)C)C2CNCCC2)N1 7-(2-methoxy-4,6-dimethyl-phenyl)-3-methyl-2-(3-piperidyl)pyrido[2,3-d]pyrimidin-4-one